CC(C)CC(=O)OC(C1=CC=CC=C1)C2=CC(=C(C(=O)N2)C(=O)O)O The molecule is a carboxylic ester obtained by the formal condensation of the benzylic hydroxy group of 4-hydroxy-6-[hydroxy(phenyl)methyl]-2-oxo-1,2-dihydropyridine-3-carboxylic acid with 3-methylbutanoic acid. It is isolated from the culture broth of Penicillium sp. SPF-32629 and acts as an inhibitor of the enzyme chymase (EC 3.4.21.39). It has a role as an antimicrobial agent, an EC 3.4.21.39 (chymase) inhibitor and a Penicillium metabolite. It is a carboxylic ester, a pyridone, a monohydroxypyridine and a monocarboxylic acid.